CN1CCN(CC1)C1=CC2=C(C=C(C(O2)=O)C(=O)O)C=C1 7-(4-Methyl-1-piperazinyl)-2-oxo-2H-1-benzopyran-3-carboxylic acid